N1-(4-chlorophenyl)-6-methylisoquinolin-1,5-diamine ClC1=CC=C(C=C1)NC1=NC=CC=2C(=C(C=CC12)C)N